N-((5-(3-(benzyloxy)-2-hydroxyphenyl)-1H-1,2,4-triazol-3-yl)methyl)-2-(difluoromethoxy)benzamide C(C1=CC=CC=C1)OC=1C(=C(C=CC1)C1=NC(=NN1)CNC(C1=C(C=CC=C1)OC(F)F)=O)O